C(C)OC1=CC=C(C=C1)N1[C@@H]2CC([C@H](C1)CC2(C)C)=O (1R,4S)-2-(4-ethoxyphenyl)-7,7-dimethyl-2-azabicyclo[2.2.2]octan-5-one